[Hf].[Nb].[Ti].[Zr] zirconium-titanium-niobium-hafnium